(5Z)-5-[[1-(4-pyridinyl)pyrazol-3-yl]methylene]thiazolidine Ethyl-5-(3-ethoxy-3-oxopropanamido)-4-isopropyl-1H-pyrazole-3-carboxylate C(C)OC(=O)C1=NNC(=C1C(C)C)NC(CC(=O)OCC)=O.N1=CC=C(C=C1)N1N=C(C=C1)\C=C/1\CNCS1